(R) or (S)-3-(2-(6-methylpyridin-3-yl)pyrrolidin-1-yl)propanenitrile CC1=CC=C(C=N1)[C@@H]1N(CCC1)CCC#N |o1:7|